3-(1,3-benzodioxol-5-yl)-N-(2-pyridylmethyl)imidazo[1,2-b]pyridazin-6-amine O1COC2=C1C=CC(=C2)C2=CN=C1N2N=C(C=C1)NCC1=NC=CC=C1